C([2H])([2H])([2H])OC(=O)N1C[C@H](OCC1)C1=CC(=NC=2N1N=C(C2)[C@@H]2CC[C@H](CC2)C(F)(F)F)C (2S)-2-{5-methyl-2-[trans-4-(trifluoromethyl)cyclohexyl]pyrazolo[1,5-a]pyrimidin-7-yl}morpholine-4-carboxylic acid (2H3)methyl ester